4-{[(2-chloro-6-fluorophenyl)methylene]amino}-5-[4-(methylsulfonyl)benzyl]-2,4-dihydro-3H-1,2,4-triazole-3-thione ClC1=C(C(=CC=C1)F)C=NN1C(NN=C1CC1=CC=C(C=C1)S(=O)(=O)C)=S